ethyl (S)-3-(3-(4-hydroxy-1-methyl-2-oxo-1,2-dihydropyridin-3-yl)ureido)-3-(4-(3-methoxy phenoxy)phenyl)propanoate OC1=C(C(N(C=C1)C)=O)NC(N[C@@H](CC(=O)OCC)C1=CC=C(C=C1)OC1=CC(=CC=C1)OC)=O